CC(C(=O)O)CCCCC(=O)O 2-methyl-1,7-heptanedioic acid